5-chloro-3-(4-methylbenzamido)benzofuran-2-carboxylic acid ClC=1C=CC2=C(C(=C(O2)C(=O)O)NC(C2=CC=C(C=C2)C)=O)C1